3-(4-methoxyphenyl)-1-phenyl-4-(thiophene-2-yl)imidazolidine COC1=CC=C(C=C1)N1CN(CC1C=1SC=CC1)C1=CC=CC=C1